((2,2-difluoro-1-hydroxy-7-(trifluoromethylsulfanyl)-2,3-dihydro-1H-inden-4-yl)oxy)-1-methylpiperidin-2-one FC1(C(C2=C(C=CC(=C2C1)OC1C(N(CCC1)C)=O)SC(F)(F)F)O)F